ClC(Cl)CCC dichloromethyl-propane